O=C1NC(CCC1N1C(C2=CC=CC(=C2C1=O)CCCNC(OC(C)(C)C)=O)=O)=O Tert-butyl (3-(2-(2,6-dioxopiperidin-3-yl)-1,3-dioxoisoindolin-4-yl)propyl)carbamate